Cl.NCCCCCC1=C2CN(C(C2=CC=C1)=O)C1C(NC(CC1)=O)=O 3-(4-(5-Aminopentyl)-1-oxoisoindolin-2-yl)piperidine-2,6-dione hydrochloride